CC1=NN(C(=N1)C1=CC=CC=C1)C1=C(C=CC=C1)C 3-methyl-1-(2-methylphenyl)-5-phenyl-1H-1,2,4-triazol